dimethylsilandiyl-bis(2-methylindenyl)zirconium dibromide [Br-].[Br-].C[Si](=[Zr+2](C1C(=CC2=CC=CC=C12)C)C1C(=CC2=CC=CC=C12)C)C